FC(C=1C=C2C(=NC(=NC2=CC1)N1CCS(C2=C(C1)C=CC=C2)(=O)=O)NCC2(COC2)NC(OCC2=CC=C(C=C2)OC)=O)F 4-Methoxybenzyl (3-(((6-(difluoromethyl)-2-(1,1-dioxido-2,3-dihydrobenzo[f][1,4]thiazepin-4(5H)-yl)quinazolin-4-yl)amino)methyl)oxetan-3-yl)carbamate